[6-[(4-methoxyphenyl)methoxy]-3-pyridyl]methanol COC1=CC=C(C=C1)COC1=CC=C(C=N1)CO